ClC1=C(C2=C(OCCO2)C=C1NC1=NC(=CC(=N1)C)NC)C=1CCCN(CC1)C(=O)OC(C)(C)C tert-butyl 5-[6-chloro-7-[[4-methyl-6-(methylamino) pyrimidin-2-yl] amino]-2,3-dihydro-1,4-benzodioxin-5-yl]-2,3,4,7-tetrahydroazepine-1-carboxylate